3-fluoro-2-methoxy-4-(3-methoxyphenyl)aniline FC=1C(=C(N)C=CC1C1=CC(=CC=C1)OC)OC